FC1(CN(C1)C(=O)C1(CCOCC1)C1=C(C2=C(NC(=N2)[C@@H](NC2=NOC(=N2)C2CCOCC2)C2CCC(CC2)(F)F)C=C1)F)F (3,3-Difluoroazetidin-1-yl)(4-{2-[(S)-(4,4-difluorocyclohexyl){[5-(tetrahydropyran-4-yl)-1,2,4-oxadiazol-3-yl]amino}methyl]-4-fluoro-1H-benzimidazol-5-yl}tetrahydropyran-4-yl)methanone